C=C1CCN2CCCC12CO (1-Methylenetetrahydro-1H-pyrrolizin-7a(5H)-yl)methanol